ClC1=C(OCC(=O)OC(C)P(=O)(OC)OC)C=CC(=C1)Cl 1-(dimethoxyphosphoryl)ethyl (2,4-dichlorophenoxy)acetate